FC1([C@H](CN(CC1)[C@H](C(=O)NC1=NC=C(C=C1)OC1=NC=C(C=C1F)F)C)C1=CNC(C(=C1)CN1CCOCC1)=O)F (S)-2-((S)-4,4-difluoro-3-(5-(morpholinomethyl)-6-oxo-1,6-dihydropyridin-3-yl)piperidin-1-yl)-N-(5-((3,5-difluoropyridin-2-yl)oxy)pyridin-2-yl)propanamide